(S)-4-(6-amino-5-methylpyridazin-3-yl)-2-methylpiperazine-1-carboxylic acid tert-butyl ester C(C)(C)(C)OC(=O)N1[C@H](CN(CC1)C=1N=NC(=C(C1)C)N)C